C(CCCCCCCCCCCCC)(=O)O.C(CCCCCCCCCCC)(=O)O lauric acid myristate